ClC1=NC(=CC=C1NC(CN1C=2N(C(C(=C1CC)N1CCNCC1)=O)N=C(N2)C=2CCOCC2)=O)C(F)(F)F N-[2-chloro-6-(trifluoromethyl)pyridin-3-yl]-2-[2-(3,6-dihydro-2H-pyran-4-yl)-5-ethyl-7-oxo-6-(piperazine-1-yl)[1,2,4]triazolo[1,5-a]pyrimidin-4-yl]acetamide